3-methyl-1H-pyrazolo[3,4-b]pyridine CC1=NNC2=NC=CC=C21